Ethyl 3-(6-(4-((5-cyclopropyl-3-(2-(trifluoromethoxy)phenyl)isoxazol-4-yl)methoxy)piperidin-1-yl)pyridin-3-yl)propiolate C1(CC1)C1=C(C(=NO1)C1=C(C=CC=C1)OC(F)(F)F)COC1CCN(CC1)C1=CC=C(C=N1)C#CC(=O)OCC